3-[(2-aminopyrimidin-5-yl)ethynyl]-4-(difluoromethoxy)-N-[(1S)-1-(3-fluorophenyl)-2-hydroxyethyl]benzamide NC1=NC=C(C=N1)C#CC=1C=C(C(=O)N[C@H](CO)C2=CC(=CC=C2)F)C=CC1OC(F)F